C(C)(C)(C)C1=CC=C(C(=O)NC(NC2=CC(=CC=C2)F)=S)C=C1 4-(tert-butyl)-N-((3-fluorophenyl)thiocarbamoyl)benzamide